C=1NC=CC=2C1C=CC2 cyclopenta[1,2-c]pyridine